FC=1C(NC(NC1)=O)=O 5-FLUOROURACIL